(S)-4-(8-Fluoro-2-((1-methylpyrrolidin-2-yl)methoxy)-4-(piperazin-1-yl)quinazolin-7-yl)naphthalen-2-ol FC=1C(=CC=C2C(=NC(=NC12)OC[C@H]1N(CCC1)C)N1CCNCC1)C1=CC(=CC2=CC=CC=C12)O